CC=1C=C(C(=O)OC2=CC(=CC(=C2)\C=N/C(CC2=CC=C(C=C2)O)C(CO)=O)Br)C=CC1 (Z)-3-bromo-5-((4-hydroxy-1-(4-hydroxyphenyl)-3-oxobutan-2-yl-imino)methyl)phenyl 3-methylbenzoate